O1CC(CC1)OC1=NC=C(C=N1)N 2-((tetrahydrofuran-3-yl)oxy)pyrimidin-5-amine